pentyl-(2-ethoxy-2-oxo-ethyl)-dimethyl-ammonium C(CCCC)[N+](C)(C)CC(=O)OCC